NC1=NC=CC(=C1)CN1C(N(C(C1(C)C)=O)C1=CC=C(C=C1)C1COCC1)=O 1-((2-aminopyridin-4-yl)methyl)-5,5-dimethyl-3-(4-(tetrahydrofuran-3-yl)phenyl)imidazolidine-2,4-dione